6,6-dimethyl-1,4,9-trioxadispiro[4.2.48.25]tetradec-10-ene CC1(C2(OCCO2)CCC2(C1)OC=CC2)C